FC=1C=C(C(=C(C(=O)OC)C1)C)SC methyl 5-fluoro-2-methyl-3-(methylsulfanyl)benzoate